C(C)OC(C(CCC(C)=O)(C(C(Cl)(Cl)Cl)=O)CCC(C)=O)=O 5-oxo-2-(3-oxobutyl)-2-(trichloroacetyl)hexanoic acid ethyl ester